2-(2,4-difluoro-5-((R or S)-1-(((R)-phenyl((R)-1,2,3,4-tetrahydropyrido[2,3-b]pyrazin-3-yl)methyl)amino)propan-2-yl)phenyl)acetic acid FC1=C(C=C(C(=C1)F)[C@H](CN[C@@H]([C@H]1CNC2=C(N1)N=CC=C2)C2=CC=CC=C2)C)CC(=O)O |o1:8|